NC1=C2C(=NC=N1)N(N=C2C(F)F)C(C)C=2C(=C(C(=C(C2)Cl)F)C2CN(C2)CCC)OCC (2S)-1-[3-(3-{1-[4-Amino-3-(difluoromethyl)-1H-pyrazolo[3,4-d]pyrimidin-1-yl]ethyl}-5-chloro-2-ethoxy-6-fluorophenyl)azetidin-1-yl]propan